ClC=1C(=CC(=C(NC=2C3=C(N=CN2)C=CC(=N3)N3[C@@H]2CN([C@H](C3)C2)C(C=C)=O)C1)F)OCC1COCC1 1-[(1S,4S)-5-[4-[5-chloro-2-fluoro-4-(tetrahydrofuran-3-ylmethoxy)anilino]pyrido[3,2-d]pyrimidin-6-yl]-2,5-diazabicyclo[2.2.1]heptan-2-yl]prop-2-en-1-one